N-(3-(5-(2-acetamidopyridin-4-yl)-2-(methylthio)-1H-imidazol-4-yl)phenyl)nicotinamide C(C)(=O)NC1=NC=CC(=C1)C1=C(N=C(N1)SC)C=1C=C(C=CC1)NC(C1=CN=CC=C1)=O